C(C)(C)(C)OC(=O)N[C@H](C(=O)O)CCCCNC(=O)OC(C)(C)C (2S)-2,6-bis(tert-butoxycarbonylamino)hexanoic acid